C(#N)C(C)(C)C1=NN=C(O1)C1=CC2=C(C(C[C@@H](C(N2CC2=CC=C(C=C2)C2=NC=C(C=C2)OC(F)F)=O)NC(OC(C)(C)C)=O)(F)F)C=C1F tert-butyl N-[(3S)-8-[5-(1-cyano-1-methyl-ethyl)-1,3,4-oxadiazol-2-yl]-1-[[4-[5-(difluoromethoxy)-2-pyridyl]phenyl]methyl]-5,5,7-trifluoro-2-oxo-3,4-dihydro-1-benzazepin-3-yl]carbamate